(S)-2-amino-N5-((S)-3-(tert-butyl)-1,4-dioxo-1-(1-(pent-4-en-1-yl)-1H-indazol-3-yl)-8,11,14-trioxa-2,5-diazahexadecan-16-yl)-N1-octadecylpentanediamide hydrogen chloride Cl.N[C@H](C(=O)NCCCCCCCCCCCCCCCCCC)CCC(=O)NCCOCCOCCOCCNC([C@@H](NC(C1=NN(C2=CC=CC=C12)CCCC=C)=O)C(C)(C)C)=O